Trans-2',3'-Dihydrospiro[Cyclopropane-1,1'-Indene]-2-Carboxylic Acid C12(CCC3=CC=CC=C13)C(C2)C(=O)O